ClC1=NC=C(C(=C1)N)C 2-chloro-5-methyl-pyridin-4-amine